ClC=1C=C(C=CC1)C(C(=O)N1[C@H]2CC([C@@H]([C@H]1C(=O)N[C@H](C[C@H]1C(NCC1)=O)C(CF)=O)CC2)(F)F)(F)F (1R,3S,4R)-2-(2-(3-chlorophenyl)-2,2-difluoroacetyl)-5,5-difluoro-N-((R)-4-fluoro-3-oxo-1-((S)-2-oxopyrrolidin-3-yl)butan-2-yl)-2-azabicyclo[2.2.2]octane-3-carboxamide